(2S,4R)-1-(2-(3-acetyl-5-(2-methylpyrimidin-5-yl)-1H-indazol-1-yl)acetyl)-N-(6-bromopyridin-2-yl)-4-fluoropyrrolidine-2-carboxamide C(C)(=O)C1=NN(C2=CC=C(C=C12)C=1C=NC(=NC1)C)CC(=O)N1[C@@H](C[C@H](C1)F)C(=O)NC1=NC(=CC=C1)Br